NC1=CC=C(C(=N1)CC)C=1C=CC=C2C=CC(=NC12)C(=O)NC1COC1 8-(6-amino-2-ethylpyridin-3-yl)-N-(oxetan-3-yl)quinoline-2-carboxamide